23-methyl-1,8,11,24,27-pentaoxo-14,17,20,30-tetraoxa-2,7,10,23,26-pentaazadotriacontan-32-aminium trifluoroacetate FC(C(=O)[O-])(F)F.CN(CCOCCOCCOCCC(NCC(NCCCCNC=O)=O)=O)C(CNC(CCOCC[NH3+])=O)=O